Gadolinium(III) chloride [Cl-].[Gd+3].[Cl-].[Cl-]